1-(3,5-diisopropyl-[1,1'-biphenyl]-4-yl)-2-(phenanthro[3,2-b]benzofuran-11-yl)-1H-benzo[d]imidazole C(C)(C)C=1C=C(C=C(C1N1C(=NC2=C1C=CC=C2)C2=CC=CC=1C3=C(OC12)C=C1C2=CC=CC=C2C=CC1=C3)C(C)C)C3=CC=CC=C3